CNC(=O)C1=CC=C(C=N1)C1=CC=2CC3OCCN(C3C2C=C1)C(C(=O)OC)=O methyl 2-(7-(6-(methylcarbamoyl)pyridin-3-yl)-2,3,9,9a-tetrahydroindeno[2,1-b][1,4]oxazin-4(4aH)-yl)-2-oxoacetate